COCN1C(N(C(C1OC)OC)COC)=O 1,3-bis(methoxymethyl)-4,5-dimethoxy-2-imidazolidinone